4-amino-7-(difluoromethoxy)-1-(4-(1-(R)-hydroxyethoxy)phenyl)-2-oxo-1,2-dihydro-1,8-Naphthyridine-3-carboxylic acid methyl ester COC(=O)C=1C(N(C2=NC(=CC=C2C1N)OC(F)F)C1=CC=C(C=C1)O[C@H](C)O)=O